ON1C(NC2=CC=CC=C2C1=O)=O 3-hydroxyquinazoline-2,4-dione